(3S)-3-{4-[(2,3-dimethylbut-2-en-1-yl)oxy]phenyl}-hex-4-ynoic acid methyl ester COC(C[C@H](C#CC)C1=CC=C(C=C1)OCC(=C(C)C)C)=O